N-(2-(5-chloropyridin-2-yl)-7-(1-methyl-1H-imidazol-4-yl)-1H-indol-5-yl)acrylamide ClC=1C=CC(=NC1)C=1NC2=C(C=C(C=C2C1)NC(C=C)=O)C=1N=CN(C1)C